3-(5-bromo-3-pyridinyl)-3-oxo-propionic acid methyl ester COC(CC(=O)C=1C=NC=C(C1)Br)=O